p-methoxybenzoyl-hydrazine COC1=CC=C(C(=O)NN)C=C1